Ethyl 2-{[4-(benzyloxy)-3-methoxyphenyl]carbonyl}-3-[(4-methoxyphenyl)amino]prop-2-enoate C(C1=CC=CC=C1)OC1=C(C=C(C=C1)C(=O)C(C(=O)OCC)=CNC1=CC=C(C=C1)OC)OC